COC(=O)C1(CC=CC1)C1=CC(=CC=C1)OC 4-(methoxycarbonyl)-4-(3-methoxyphenyl)cyclopentaneN